ClC1=CC(=C(C=C1)C1=NC(=CC=2N=C(N(C(C21)=O)C)C)N2C[C@H](CC2)N2N=CC(=C2)C)F (S)-5-(4-chloro-2-fluorophenyl)-2,3-dimethyl-7-(3-(4-methyl-1H-pyrazol-1-yl)pyrrolidin-1-yl)pyrido[4,3-d]pyrimidin-4(3H)-one